C1=CC=CC=2C3=CC=CC=C3N(C12)CCC(C=CC=C)=C 1-(N-carbazolyl)-3-methylenehept-4,6-diene